(2R,5S)-2-(1-(4-bromophenyl)-3-(5-fluoropyridin-2-yl)-1H-pyrazole-4-yl)-5-methyl-3-(2-(2-oxo-2,3-dihydro-1H-benzo[d]imidazol-5-yl)ethyl)oxazolidin-4-one BrC1=CC=C(C=C1)N1N=C(C(=C1)[C@H]1O[C@H](C(N1CCC1=CC2=C(NC(N2)=O)C=C1)=O)C)C1=NC=C(C=C1)F